Cl.CN1N=C2C=CC(=CC2=C1)C1=CC2=C(N=C(S2)C=2CC(NCC2)C)C=C1 6-(2-Methyl-2H-indazol-5-yl)-2-(2-methyl-1,2,3,6-tetrahydropyridin-4-yl)-1,3-benzothiazol-Hydrochlorid